dibenzo[B,D]furan-4-boronic acid pinacol ester C1=CC=C(C=2OC3=C(C21)C=CC=C3)B3OC(C)(C)C(C)(C)O3